C1(CC1)CN1C=CC2=NN(C(C(=C21)C=2C=NC(=CC2)C2CC2)=O)C=2C=CC1=C(N(C(=N1)C)C)C2 5-(cyclopropylmethyl)-4-(6-cyclopropylpyridin-3-yl)-2-(1,2-dimethyl-1H-benzo[d]imidazol-6-yl)-2,5-dihydro-3H-pyrrolo[3,2-c]pyridazin-3-one